N-(4-(4-(3-oxa-8-azabicyclo[3.2.1]octan-8-yl)-7H-pyrrolo[2,3-d]pyrimidin-6-yl)phenyl)-5-(((R)-3-aminopiperidin-1-yl)methyl)-2-fluorobenzamide C12COCC(CC1)N2C=2C1=C(N=CN2)NC(=C1)C1=CC=C(C=C1)NC(C1=C(C=CC(=C1)CN1C[C@@H](CCC1)N)F)=O